t-butyl (5S)-5-((benzoyloxy)methyl)-3-methyl-2-oxopyrrolidine-1-carboxylate C(C1=CC=CC=C1)(=O)OC[C@@H]1CC(C(N1C(=O)OC(C)(C)C)=O)C